N-[7-morpholino-5-[4-(5,6,7,8-tetrahydro-1,6-naphthyridin-2-ylamino)cyclohexoxy]-1,6-naphthyridin-3-yl]methanesulfonamide O1CCN(CC1)C1=NC(=C2C=C(C=NC2=C1)NS(=O)(=O)C)OC1CCC(CC1)NC1=NC=2CCNCC2C=C1